N1=CC=C(C=C1)C1=CN=C(S1)C1=NC(=CC(=N1)N)N [5-(4-pyridyl)thiazol-2-yl]pyrimidine-4,6-diamine